(1R,2R)-N-[6-[4-((3R,4R)-4-fluoro-3-methyl-tetrahydrofuran-3-yl)piperazin-1-yl]-7-methyl-3-isoquinolinyl]-2-(1-methylpyrazol-3-yl)cyclopropanecarboxamide F[C@@H]1[C@](COC1)(C)N1CCN(CC1)C=1C=C2C=C(N=CC2=CC1C)NC(=O)[C@H]1[C@@H](C1)C1=NN(C=C1)C